COC([C@@H](NC(CCl)=O)[C@H](O)C)=S N-chloroacetylthiothreonine methyl ester